(1r,3r)-3-(4-(2-(4-((2-(5-methyl-1,2,4-oxadiazol-3-yl)pyrimidine-5-yl)oxy)phenyl)propan-2-yl)phenoxy)cyclobutylamine CC1=NC(=NO1)C1=NC=C(C=N1)OC1=CC=C(C=C1)C(C)(C)C1=CC=C(OC2CC(C2)N)C=C1